C1(CCC(N1C(C(=O)[O-])CNC(CBr)=O)=O)=O Succinimidyl-3-(bromoacetamido)propionat